[1,1'-biphenyl]-2,2',3,3',5,5',6,6'-octacarboxylic acid C1(=C(C(=CC(=C1C(=O)O)C(=O)O)C(=O)O)C(=O)O)C1=C(C(=CC(=C1C(=O)O)C(=O)O)C(=O)O)C(=O)O